Cl.FC(C1CCNCC1)F 4-(difluoromethyl)piperidine hydrochloride